3-methyl-6-[[4-methyl-3-(4,4,5,5-tetramethyl-1,3,2-dioxaborolan-2-yl)phenyl]carbamoyl]-6-azabicyclo[3.1.1]heptane-1-carboxylic acid CC1CC2(N(C(C1)C2)C(NC2=CC(=C(C=C2)C)B2OC(C(O2)(C)C)(C)C)=O)C(=O)O